S(=O)(=O)([O-])[O-].[NH4+].[Al].[NH4+] ammonium aluminum ammonium sulfate